[Si](C)(C)(C(C)(C)C)OC(C(C=O)C)C(CC=CC=CC)C 3-((tert-butyldimethylsilyl)oxy)-2,4-dimethyldec-6,8-dienal